triphenylsulfonium tetrakis(perfluorophenyl)borate FC1=C(C(=C(C(=C1F)F)F)F)[B-](C1=C(C(=C(C(=C1F)F)F)F)F)(C1=C(C(=C(C(=C1F)F)F)F)F)C1=C(C(=C(C(=C1F)F)F)F)F.C1(=CC=CC=C1)[S+](C1=CC=CC=C1)C1=CC=CC=C1